C[C@H](CC)O (R)-butan-2-ol